1-(o-tolyl)-N-[(3S)-1-pyrrolo[1,2-a]pyrazin-1-ylpyrrolidin-3-yl]pyrazole-3-carboxamide C1(=C(C=CC=C1)N1N=C(C=C1)C(=O)N[C@@H]1CN(CC1)C=1C=2N(C=CN1)C=CC2)C